4,5-DIAMINO-2-(4-BROMO-2-CHLORO-ANILINO)-3-FLUORO-BENZOIC ACID NC1=C(C(=C(C(=O)O)C=C1N)NC1=C(C=C(C=C1)Br)Cl)F